[Cl-].C1(C=CC2=CC=CC3=CC=CC1=C23)=O phenalen-1-one chloride